OC(=O)C(F)(F)F.OC(=O)C(F)(F)F.[C@H]12CN(C[C@H](CC1)N2)C=2C1=C(N=C(N2)OCC23CCCN3CC(C2)F)C(=C(N=C1)C1=CC=CC2=CC=C(C(=C12)CC)F)F 4-((1R,5S)-3,8-diazabicyclo[3.2.1]octan-3-yl)-7-(8-ethyl-7-fluoronaphthalen-1-yl)-8-fluoro-2-((2-fluorotetrahydro-1H-pyrrolizin-7a(5H)-yl)methoxy)pyrido[4,3-d]pyrimidine di-TFA salt